FC1(CNCCC1C1CCN(CC1)C1=C(C=C(NC2C(NC(CC2)=O)=O)C=C1)F)F 3-[4-[4-(3,3-difluoro-4-piperidinyl)-1-piperidinyl]-3-fluoro-anilino]piperidine-2,6-dione